FC=1C=C(C=NC1F)C=1C=2N(C=C(C1)OC)N=CC2C#N 4-(5,6-Difluoro-3-pyridinyl)-6-methoxypyrazolo[1,5-a]pyridine-3-carbonitrile